C(C)(C)(C)C1[C@@H](CC[C@H](C1)NC1=NC=C(C=N1)\C=C\C=1C(=NC(=CC1)NS(=O)(=O)C1=C(C=CC=C1)Cl)OC)NC(O)=O.O1CN=CCC1 5,6-Dihydro-2H-1,3-oxazin 2-tert-butyl-((1r,4r)-4-((5-((E)-2-(6-(2-chlorophenylsulfonamido)-2-methoxypyridin-3-yl)vinyl)pyrimidin-2-yl)amino)cyclohexyl)carbamate